N-[3-chloro-4-[4-(piperidine-4-carbonyl)piperazine-1-carbonyl]phenyl]-5-[1-[5-(dimethylamino)pyrimidin-2-yl]-3-(trifluoromethyl)pyrazol-4-yl]-1-methyl-imidazole-2-carboxamide ClC=1C=C(C=CC1C(=O)N1CCN(CC1)C(=O)C1CCNCC1)NC(=O)C=1N(C(=CN1)C=1C(=NN(C1)C1=NC=C(C=N1)N(C)C)C(F)(F)F)C